diphenyl(2,4,6-trimethylbenzoyl)phenylphosphine oxide C1(=CC=CC=C1)C=1C(=C(C=CC1)P(C(C1=C(C=C(C=C1C)C)C)=O)=O)C1=CC=CC=C1